4-(4-Chlorophenyl)-6-methyl-1,6-dihydro-7H-pyrrolo[2,3-c]pyridin-7-one ClC1=CC=C(C=C1)C=1C2=C(C(N(C1)C)=O)NC=C2